CC1=C(C=C(C=C1)N1C2=C(N=CC1=O)SC(=C2)C(=O)N)OC2=CC=CC=C2 1-(4-methyl-3-phenoxyphenyl)-2-oxo-1,2-dihydrothieno[2,3-b]pyrazine-6-carboxamide